Cl.CN(CCOC=1C=C2CCNCC2=C(C1)N[C@@H]1COCC1)C (S)-6-(2-(dimethylamino)ethoxy)-N-(tetrahydrofuran-3-yl)-1,2,3,4-tetrahydroisoquinolin-8-amine hydrochloride